4-methyl-L-leucinamide CC(C[C@H](N)C(=O)N)(C)C